3-bromo-1'-((2-(trimethylsilyl)ethoxy)methyl)-5,7-dihydrospiro[cyclopenta[b]pyridin-6,3'-pyrrolo[2,3-b]pyridin]-2'(1'h)-one BrC=1C=C2C(=NC1)CC1(C(N(C3=NC=CC=C31)COCC[Si](C)(C)C)=O)C2